CN(C1=NC(N(C2=CC(=CC=C12)C=1N=CN(C1)C)C1=CC=CC=C1)=O)C 4-(dimethylamino)-7-(1-methyl-1H-imidazol-4-yl)-1-phenyl-quinazolin-2(1H)-one